NC1=C2COC(=O)C2=CC=C1 4-Aminophthalide